ClC=1C=C2C=C(NC2=CC1OCC1=CC(=NO1)C)CNC(CC1OCCC1)=O N-((5-chloro-6-((3-methylisoxazol-5-yl)methoxy)-1H-indol-2-yl)methyl)-2-(tetrahydrofuran-2-yl)acetamide